[2-Methyl-4-[3-[4-[3-(morpholin-4-yl)propynyl]phenyl]-3-(4-trifluoromethylphenyl)allyloxy]-phenoxy]acetic acid CC1=C(OCC(=O)O)C=CC(=C1)OCC=C(C1=CC=C(C=C1)C(F)(F)F)C1=CC=C(C=C1)C#CCN1CCOCC1